(2-decyldodecyl)zinc (II) bromide [Br-].C(CCCCCCCCC)C(C[Zn+])CCCCCCCCCC